C1(CC1)C=1N=CN(C1)C1=C(C=C2CN(C(C2=C1)=O)C1=NC(=CC=C1)C1=NN=CN1C(C)C)C 6-(4-cyclopropyl-1H-imidazol-1-yl)-2-(6-(4-isopropyl-4H-1,2,4-triazol-3-yl)pyridin-2-yl)-5-methylisoindoline-1-one